2-methoxyethyl (1S,2R,5R)-3-((5-(4-fluorophenoxy)pyridin-2-yl)sulfonyl)-2-(((tetrahydro-2H-pyran-2-yl)oxy)carbamoyl)-3,8-diazabicyclo[3.2.1]octane-8-carboxylate FC1=CC=C(OC=2C=CC(=NC2)S(=O)(=O)N2[C@H]([C@@H]3CC[C@H](C2)N3C(=O)OCCOC)C(NOC3OCCCC3)=O)C=C1